t-butyldimethoxy(methyl)silane C(C)(C)(C)[Si](C)(OC)OC